Benzyl 2-((3aS,3bS,5aR,8S,10aR,10bS)-3a,8,10b-trimethyl-3,7-dioxo-1,3,3a,3b,4,5,6,7,8,9,10,10a,10b,11-tetradecahydro-5a,8-methanocyclohepta[5,6]naphtho[1,2-c]furan-1-yl)acetate C[C@@]12C(OC(C1=CC[C@]1([C@H]3[C@@]4(CC[C@@H]12)CC([C@@](CC3)(C4)C)=O)C)CC(=O)OCC4=CC=CC=C4)=O